C(=O)(OCC1C2=CC=CC=C2C2=CC=CC=C12)N[C@@H](CC1=CNC2=CC=CC(=C12)Br)C(=O)O fmoc-4-bromo-L-tryptophan